2-(4-chloro-1-isopropyl-1H-pyrazol-5-yl)-4-(4-(1-ethyl-4-(trifluoromethyl)-1H-imidazol-2-yl)-3-fluorobenzyl)-6,7-dihydro-[1,2,4]triazolo[1,5-a]pyrimidin-5(4H)-one ClC=1C=NN(C1C1=NN2C(N(C(CC2)=O)CC2=CC(=C(C=C2)C=2N(C=C(N2)C(F)(F)F)CC)F)=N1)C(C)C